ethyl 2-(4-(2-ethyl-3-((4-(4-fluorophenyl)thiazol-2-yl)(methyl)amino) imidazo[1,2-a]pyridin-6-yl)-5,6-dihydropyridin-1(2H)-yl)acetate C(C)C=1N=C2N(C=C(C=C2)C2=CCN(CC2)CC(=O)OCC)C1N(C)C=1SC=C(N1)C1=CC=C(C=C1)F